NC(C(=O)O)NC(=O)C1=CC=CC=C1.NC(C(=O)O)NC(=O)C1=CC=CC=C1 aminohippuric acid (aminohippurate)